C(CCC)S(=O)(=O)[O-] butanesulphonic acid anion